6,8-dimethyl-5-[2-methyl-3-(methylsulfamoylamino)anilino]pyrido[2,3-d]pyrimidine-2,4,7-trione CC1=C(C2=C(NC(NC2=O)=O)N(C1=O)C)NC1=C(C(=CC=C1)NS(NC)(=O)=O)C